C(C)NC(CCCCCCCCCCCCCCCCCC(=O)NCCC(=O)O)=O 3-(19-(ethylamino)-19-oxononadecanamido)propanoic acid